1-(4-(((2S,5R)-5-((3-(2-fluoro-4-(2-fluorophenoxy)benzoyl)-5-methoxy-1H-pyrrolo[2,3-b]pyridin-4-yl)amino)tetrahydro-2H-pyran-2-yl)methyl)piperazin-1-yl)ethan-1-one FC1=C(C(=O)C2=CNC3=NC=C(C(=C32)N[C@@H]3CC[C@H](OC3)CN3CCN(CC3)C(C)=O)OC)C=CC(=C1)OC1=C(C=CC=C1)F